N1=CC=C(C=C1)CC(=O)N[C@@H](C)C(=O)N1[C@H](CCC1)C(=O)N[C@@H](CC(=O)O)C(N)=O N-(Pyridin-4-ylacetyl)-L-alanyl-D-prolyl-L-alpha-asparagine